3-(cyclopropanecarboxamido)-6-(1-Methyl-1H-pyrazol-4-yl)pyrazolo[1,5-a]pyridin-4-yl trifluoromethanesulfonate FC(S(=O)(=O)OC=1C=2N(C=C(C1)C=1C=NN(C1)C)N=CC2NC(=O)C2CC2)(F)F